(R)-1-((4-(3-Methylmorpholino)-2-(1H-pyrrolo[2,3-b]pyridin-4-yl)thieno[3,2-d]pyrimidine-7-yl)methyl)azetidine-3-carbonitrile C[C@@H]1COCCN1C=1C2=C(N=C(N1)C1=C3C(=NC=C1)NC=C3)C(=CS2)CN2CC(C2)C#N